4-((1S,4S,5R)-5-((5-cyclopropyl-3-(2,6-dichlorophenyl)isoxazol-4-yl)methoxy)-2-azabicyclo[2.2.1]heptan-2-yl)-N-((1-methylpiperidin-4-yl)sulfonyl)benzamide C1(CC1)C1=C(C(=NO1)C1=C(C=CC=C1Cl)Cl)CO[C@H]1[C@@H]2CN([C@H](C1)C2)C2=CC=C(C(=O)NS(=O)(=O)C1CCN(CC1)C)C=C2